2-(trifluoro-methoxy)-ethyl 4-methyl-benzenesulfonate CC1=CC=C(C=C1)S(=O)(=O)OCCOC(F)(F)F